O1CCOC2=C1C=CC=C2S(=O)(=O)Cl 2,3-dihydro-1,4-benzodioxine-5-sulfonyl chloride